3-methoxy-4-phenyl-1H-pyrazole COC1=NNC=C1C1=CC=CC=C1